tert-butyl N-[(3R)-6,6-dimethyl-2-oxopiperidin-3-yl]carbamate CC1(CC[C@H](C(N1)=O)NC(OC(C)(C)C)=O)C